chlorodimethyl-(ethyl)silane tert-butyl-4-((1-(4-(3-(3-chloro-4-cyanophenyl)-5,5-dimethyl-4-oxo-2-thioxoimidazolidin-1-yl)phenyl)piperidin-4-yl)methyl)piperazine-1-carboxylate C(C)(C)(C)OC(=O)N1CCN(CC1)CC1CCN(CC1)C1=CC=C(C=C1)N1C(N(C(C1(C)C)=O)C1=CC(=C(C=C1)C#N)Cl)=S.Cl[Si](CC)(C)C